N-(5-(4-(2-(4,4-Difluoropiperidin-1-yl)-6-methylpyrimidin-4-yl)-1H-pyrazol-1-yl)-4-(6-azaspiro[2.5]octan-6-yl)pyridin-2-yl)-2-hydroxyethane-1-sulfonamide FC1(CCN(CC1)C1=NC(=CC(=N1)C=1C=NN(C1)C=1C(=CC(=NC1)NS(=O)(=O)CCO)N1CCC2(CC2)CC1)C)F